C(C)C(C(CC(C)=O)=O)CC 5-ethylheptane-2,4-dione